[C-](S(=O)(=O)C(F)(F)F)(S(=O)(=O)C(F)(F)F)S(=O)(=O)C(F)(F)F.C1(=CC=CC=C1)[Sb+](C1=CC=CC=C1)(C1=CC=CC=C1)C1=CC=CC=C1 tetraphenylantimony tris(trifluoromethanesulfonyl)methide